europium (iii) oxide [O-2].[Eu+3].[O-2].[O-2].[Eu+3]